O1C=C(C=C1)C1=CC2=C(C=C(O2)C(=O)NCC2(CCNCC2)O)C=C1 6-(furan-3-yl)-N-((4-hydroxypiperidin-4-yl)methyl)benzofuran-2-carboxamide